8-(Benzyloxy)-5-methyl-2-(3-methyl-1-benzofuran-2-yl)quinoline C(C1=CC=CC=C1)OC=1C=CC(=C2C=CC(=NC12)C=1OC2=C(C1C)C=CC=C2)C